2-(2'-hydroxy-5'-methacryloxypropylphenyl)benzotriazol OC1=C(C=C(C=C1)CCCOC(C(=C)C)=O)N1N=C2C(=N1)C=CC=C2